C(C)(C)(C)OC(=O)[C@]1(C[C@H](N(CC1)CC1=C(C(=CC=C1)Cl)F)C)CC1=NC(=CC(=C1F)C(C)=O)NC1=NN(C(=C1)C)C(C)(C)C (2r,4r)-4-((4-acetyl-6-((1-(tert-butyl)-5-methyl-1H-pyrazol-3-yl)amino)-3-fluoropyridin-2-yl)methyl)-1-(3-chloro-2-fluorobenzyl)-2-methylpiperidine-4-carboxylic acid tert-butyl ester